(S)-N-(3-(5-(1-amino-1,3-dihydro-spiro[inden-2,4'-piperidin]-1'-yl)-6-(hydroxymethyl)pyrazin-2-yl)prop-2-yn-1-yl)benzamide N[C@@H]1C2=CC=CC=C2CC12CCN(CC2)C=2N=CC(=NC2CO)C#CCNC(C2=CC=CC=C2)=O